(R)-(1H-indol-6-yl)(8-methyl-3-(3-methyl-1,2,4-thiadiazol-5-yl)-5,6-dihydro-[1,2,4]triazolo[4,3-a]pyrazin-7(8H)-yl)methanone N1C=CC2=CC=C(C=C12)C(=O)N1[C@@H](C=2N(CC1)C(=NN2)C2=NC(=NS2)C)C